4-(2-amino-1H-benzo[d]imidazol-6-yl)-N-isopentylbenzamide NC1=NC2=C(N1)C=C(C=C2)C2=CC=C(C(=O)NCCC(C)C)C=C2